BrC1=CC=C2C(=C(C(=NC2=C1)Cl)C#N)N1C[C@@H](N(CC1)C(=O)OC(C)(C)C)CC#N tert-butyl (S)-4-(7-bromo-2-chloro-3-cyanoquinolin-4-yl)-2-(cyanomethyl)piperazine-1-carboxylate